C(C)OCCOC(CF)(F)F 1-(2-ethoxyethoxy)-1,1,2-trifluoroethane